FC1=C(C=CC(=C1)B1OC(C(O1)(C)C)(C)C)CC(CC)N1CC2C(C2C1)CNC(OC(C)(C)C)=O tert-butyl ((exo-3-(1-(2-fluoro-4-(4,4,5,5-tetramethyl-1,3,2-dioxaborolan-2-yl)phenyl)butan-2-yl)-3-azabicyclo[3.1.0]hexan-6-yl)methyl)carbamate